C(C=C)(=O)OCCCCCC[Si](OCC)(OCC)C acryloyloxyhexylmethyldiethoxysilane